NCCC[Si](C1=CC=C(C=C1)[Si](C)(C)CCCN)(C)C 1,4-bis(gamma-aminopropyl-dimethylsilyl)benzene